ClC=1C=C(C=CC1Cl)N1C([C@@H]2[C@H](C1=O)C=N[C@]2(P(OCC)(=O)OCC)C2=CC=CC=C2)=O |r| Diethyl (1RS,3aSR,6aSR)-5-(3,4-dichlorophenyl)-4,6-dioxo-1-phenyl-1,3a,4,5,6,6a-hexahydropyrrolo[3,4-c]pyrrole-1-phosphonate